Cl[Si](C)(C)C1C=C(C2=CC=CC=C12)CC(CCCC)CC chloro(3-(2-ethylhexyl)-1H-inden-1-yl)dimethylsilane